5-(2-methyloxazol-4-yl)phenol CC=1OC=C(N1)C=1C=CC=C(C1)O